(1S)-benzyl 2-(5,6-dihydro-4H-pyrrolo[1,2-b]pyrazol-2-yl)cyclobutanecarboxylate Nickel(II) [Ni+2].N=1N2C(=CC1C1[C@H](CC1)C(=O)OCC1=CC=CC=C1)CCC2